ClC=1N=CC(=NC1)C(C)NC(CN1S(C2=C(NC1=O)C=CC(=C2F)F)(=O)=O)=O N-[1-(5-chloropyrazin-2-yl)ethyl]-2-(7,8-difluoro-1,1,3-trioxo-4H-1lambda6,2,4-benzothiadiazin-2-yl)acetamide